C(/C)=C/1\CN(CC[C@H]1C(O)C=1N(C2=CC=CC=C2C1)S(=O)(=O)C1=CC=CC=C1)CC1=CC=C(C=C1)OC [(3E,4R)-3-ethylidene-1-(4-methoxybenzyl)piperidin-4-yl][1-(phenylsulfonyl)-1H-indol-2-yl]methanol